CC1=C(C(=O)O)C=C(C=C1)Br 2-methyl-5-bromobenzoic acid